C[C@]1(NSC2=C1C=CC=C2)C(=O)O (R)-3-methyl-2,3-dihydrobenzo[d]isothiazol-3-carboxylic acid